isopropyl 1,1,2,2-tetrafluoroethyl ether FC(C(F)F)(F)OC(C)C